3-ethyl-7-((4-(8-((methyl-d3)amino)-1,7-naphthyridin-3-yl)piperazin-1-yl)methyl)-1,5-Naphthyridin-2(1H)-one C(C)C=1C(NC2=CC(=CN=C2C1)CN1CCN(CC1)C=1C=NC2=C(N=CC=C2C1)NC([2H])([2H])[2H])=O